C(C)(=O)O[C@H]1[C@H](OC([C@@H]([C@H]1OC(C)=O)OC(C)=O)OC(C)=O)CF [(2S,3R,4S,5R)-4,5,6-triacetoxy-2-(fluoromethyl)tetrahydropyran-3-yl] acetate